C(C)OC=1C(=NC(=C(C1)S(=O)(=O)C)C1=NC2=C(N1C)C=CC(=C2)C(F)(F)F)C(=O)NC ethoxy-N-methyl-5-methylsulfonyl-6-[1-methyl-5-(trifluoromethyl)benzimidazol-2-yl]pyridine-2-carboxamide